[2-[(4,4-dimethyl-1-piperidyl)methyl]-1H-indol-6-yl]methanamine Lithium [Li].CC1(CCN(CC1)CC=1NC2=CC(=CC=C2C1)CN)C